COC1=NC=2C(C3=C(C(C2C=C1)=O)C1=C(O3)C=C(C=C1)C#N)(C)C 2-methoxy-11,11-dimethyl-5-oxo-5,11-dihydro-benzo[4,5]furo[3,2-g]quinoline-8-carbonitrile